methyl 3-(9-((4-(aminomethyl)-2-methyl-6-((methyl-d3)carbamoyl)phenyl)carbamoyl)-4,5-dihydrobenzo[b]thieno[2,3-d]oxepin-8-yl)-6-(propylcarbamoyl)picolinate NCC1=CC(=C(C(=C1)C(NC([2H])([2H])[2H])=O)NC(=O)C1=CC2=C(OCCC3=C2SC=C3)C=C1C=1C(=NC(=CC1)C(NCCC)=O)C(=O)OC)C